FC1=CC=C(C=C1)N1N=CC2=C1C[C@@H]1CCN(C[C@]1(C2)C(=O)C2=NC=CC=C2)S(=O)(=O)C2=NC(=CC=C2)C(F)(F)F ((4aR,8aS)-1-(4-Fluorophenyl)-6-((6-(trifluoromethyl)pyridin-2-yl)sulfonyl)-4,4a,5,6,7,8,8a,9-octahydro-1H-pyrazolo[3,4-g]isochinolin-4a-yl)(pyridin-2-yl)methanon